OXAZOLONE CCO/C=C\1/C(=O)OC(=N1)C2=CC=CC=C2